CC=1C=C(SC1)C=1C=C2C(=NC1)C=NN2CC=O 2-[6-(4-methyl-2-thienyl)pyrazolo[4,3-b]pyridin-1-yl]ethanone